FC1CNCCC1C1=C(C(=O)N)C=CC(=C1OC)NCC#C (3-fluoropiperidin-4-yl)-3-methoxy-4-(prop-2-yn-1-ylamino)benzamide